FC=1C=C(C#N)C=CC1COC1=C(C=NC=C1)I 3-Fluoro-4-[(3-iodo-4-pyridinyl)oxymethyl]benzonitrile